OC1(C\C=C\CCCC1)CC(=O)NCCCC[C@H](N)C(=O)O N6-(2-((E)-1-hydroxycyclooct-3-en-1-yl)acetyl)-L-lysine